2-Fluoro-8-Methoxy-3-Methylquinoline-6-Carboxamide FC1=NC2=C(C=C(C=C2C=C1C)C(=O)N)OC